NC1=NC(=C2N=CN(C2=N1)CC(=O)NC1=CC(=NN1CC1=CC=CC=C1)C)NC1=CC=C(C=C1)N 2-(2-amino-6-((4-aminophenyl)amino)-9H-purin-9-yl)-N-(1-benzyl-3-methyl-1H-pyrazol-5-yl)acetamide